O1C(=CC=C1)C1=CC(=C(C=N1)NC1=NC=C2N(C(N(C2=N1)C1CCOCC1)=O)C)C 2-((6-(furan-2-yl)-4-methylpyridin-3-yl)amino)-7-methyl-9-(tetrahydro-2H-pyran-4-yl)-7,9-dihydro-8H-purin-8-one